C(CC\C=C\CCCC)=O (E)-4-nonen-1-aldehyde